3-isobutyl-9,10-dimethoxy-3,4,6,7-tetrahydro-1H-pyrido[2,1-a]isoquinolin-2(11bH)-one C(C(C)C)C1C(CC2N(CCC3=CC(=C(C=C23)OC)OC)C1)=O